C(CCCCCCCC)N1CC2CCC(C1)O2 3-Nonyl-8-oxa-3-azabicyclo[3.2.1]octane